(S)-2-(6-(4-acryloylpiperazin-1-yl)-4-(3-((4-methyl-4H-1,2,4-triazol-3-yl)methyl)oxetan-3-yl)pyridin-2-yl)-6-((3-methylpiperidin-1-yl)methyl)-4-(trifluoromethyl)isoindolin-1-one C(C=C)(=O)N1CCN(CC1)C1=CC(=CC(=N1)N1C(C2=CC(=CC(=C2C1)C(F)(F)F)CN1C[C@H](CCC1)C)=O)C1(COC1)CC1=NN=CN1C